CC(C)S(=O)(=O)N 2-propylsulfonamide